N1C(=NC=C1)CC1CCN(CC1)C(=O)C1=CC=C(C=C1)C1=CC=C(C=C1)C(F)F (4-((1H-imidazol-2-yl)methyl)piperidin-1-yl)(4'-(difluoromethyl)-[1,1-biphenyl]-4-yl)methanone